Butanoic acid, butyl ester C(CCC)(=O)OCCCC